FC(C(=O)N1[C@H]2CC(C[C@@H]1CC2)NC(OC(C)(C)C)=O)(C2=C(C=CC(=C2)C(NC2=CC(=C(C=C2)F)C)=O)F)F tert-butyl ((1R,3r,5S)-8-(2,2-difluoro-2-(2-fluoro-5-((4-fluoro-3-methylphenyl)carbamoyl)phenyl) acetyl)-8-azabicyclo[3.2.1]octan-3-yl)carbamate